1-{1-[2-(methylsulfanyl)imidazo[4,3-f][1,2,4]triazin-7-yl]cyclobutyl}ethyl acetate C(C)(=O)OC(C)C1(CCC1)C1=NC=C2C=NC(=NN21)SC